1-benzyl-6-(4-fluoro-3-(trifluoromethyl)phenyl)-1H-imidazo[4,5-b]Pyridine C(C1=CC=CC=C1)N1C=NC2=NC=C(C=C21)C2=CC(=C(C=C2)F)C(F)(F)F